COC1=NC=CC=C1C1=CC(=NN1)C(F)(F)F 2-methoxy-3-(3-(trifluoromethyl)-1H-pyrazol-5-yl)pyridine